C(C)(C)(C)N1[C@H](CN(CC1)C1CC1)C tert-butyl-(S)-4-cyclopropyl-2-methylpiperazine